O1CCCC12CCC(CC2)OC2=NN=C(S2)NC(=O)C=2C=NC(=CC2C2=CC(=NC=C2OC)Cl)C N-(5-(((5s,8r)-1-oxaspiro(4.5)decan-8-yl)oxy)-1,3,4-thiadiazol-2-yl)-2'-chloro-5'-methoxy-6-methyl-(4,4'-bipyridine)-3-carboxamide